C(C)(C)(C)O[C@H](C(=O)O)C1=C(C2=C(N=C(S2)C=2C=C3C(=NN(C3=CC2)C)C2CN(CC2)CCOC)C=C1C)C1=CC=C(C=C1)Cl (2S)-2-(tert-butoxy)-2-(7-(4-chlorophenyl)-2-(3-(1-(2-methoxyethyl)pyrrolidin-3-yl)-1-methyl-1H-indazol-5-yl)-5-methylbenzo[d]thiazol-6-yl)acetic acid